tert-Butyl 2-[1-(2-ethylsulfinyl-6-methyl-4-oxo-chromen-8-yl)ethylamino]benzoate C(C)S(=O)C=1OC2=C(C=C(C=C2C(C1)=O)C)C(C)NC1=C(C(=O)OC(C)(C)C)C=CC=C1